N2,N2-dimethyl-N5-phenyl-2,5-Pyrimidinediamine CN(C1=NC=C(C=N1)NC1=CC=CC=C1)C